Cl[C@H](C(=O)O)CC (S)-2-CHLORO-N-BUTYRIC ACID